1-(5-cyano-4-methylpyridin-2-yl)-3-methyl-2-oxo-2,3-dihydro-1H-imidazole-4-carboxylic acid methyl ester COC(=O)C=1N(C(N(C1)C1=NC=C(C(=C1)C)C#N)=O)C